5-cyclopropyl-3-ethynylpyridazine C1(CC1)C=1C=C(N=NC1)C#C